FC1=C(C=CC(=C1)F)CN1C(CCC1=O)CC(=O)NC1CC(CC(C1)C)(C)C 2-[1-[(2,4-difluorophenyl)methyl]-5-oxopyrrolidin-2-yl]-N-(3,3,5-trimethylcyclohexyl)acetamid